FC(C(=O)O)(F)F.ClC1=C(C=CC(=C1NC=1C(=C2C(N(C=NC2=CC1)C)=O)F)F)NS(=O)(=O)N1C2CC(C1)C2 N-(2-chloro-4-fluoro-3-((5-fluoro-3-methyl-4-oxo-3,4-dihydroquinazolin-6-yl)amino)phenyl)-2-azabicyclo[2.1.1]hexane-2-sulfonamide trifluoroacetate